FC1=C(C=CC(=C1C=1C=CC=2N(C1)C=NC2C=2NC=CN2)F)NS(=O)(=O)C=2C(=NC=C(C2)F)OC N-[2,4-Difluoro-3-[1-(1H-imidazol-2-yl)imidazo[1,5-a]pyridin-6-yl]phenyl]-5-fluoro-2-methoxypyridine-3-sulfonamide